Cl.C(C)OC(CC(N)C=1C=C(C=CC1)C1=CC=C(C=C1)C(C)=O)=O 3-(4'-acetylbiphenyl-3-yl)-3-aminopropionic acid ethyl ester hydrochloride